2-chloro-N-[4-(3-prop-2-ynoxyanilino)quinazolin-6-yl]acetamide ClCC(=O)NC=1C=C2C(=NC=NC2=CC1)NC1=CC(=CC=C1)OCC#C